COC(/C=C(/C(=O)OC(N(CCOCC)CCOCC)=O)\C)=O methyl-(2E)-but-2-ene-1,4-dioic acid [N,N-bis(2-ethoxyethyl) carbamoyl] methyl ester